O[C@@H]([C@@H](C(=O)N[C@@H](CC(C)C)B1OC([C@@](O1)(CC(=O)NC)CC(=O)O)=O)NC(C1=NC(=CC=C1)C1=CC=CC=C1)=O)C 2-((R)-2-((R)-1-((2S,3R)-3-hydroxy-2-(6-phenylpicolinamido)butanamido)-3-methylbutyl)-4-(2-(methylamino)-2-oxoethyl)-5-oxo-1,3,2-dioxaborolan-4-yl)acetic acid